[Na+].SC(C)S(=O)(=O)[O-] α-mercaptoethanesulfonic acid sodium salt